4-((3-(1-((5S,6S)-1-oxaspiro[4.4]nonan-6-yl)-1H-pyrazol-4-yl)-2-methoxyphenyl)amino)-6-(1-fluorocyclopropane-1-carboxamido)pyridazine-3-carboxamide O1CCC[C@@]12[C@H](CCC2)N2N=CC(=C2)C=2C(=C(C=CC2)NC2=C(N=NC(=C2)NC(=O)C2(CC2)F)C(=O)N)OC